NC1=NC=CC(=C1C)N1N=CC(=C1C(F)(F)F)C(=O)OCC ethyl 1-(2-amino-3-methylpyridin-4-yl)-5-(trifluoromethyl)-1H-pyrazole-4-carboxylate